(2S,4R)-4-(difluoromethoxy)-1-[2-[[4-fluoro-3-(3-thienyloxy)benzoyl]amino]acetyl]-N-(1H-pyrrolo[3,2-c]pyridin-2-ylmethyl)pyrrolidine-2-carboxamide FC(O[C@@H]1C[C@H](N(C1)C(CNC(C1=CC(=C(C=C1)F)OC1=CSC=C1)=O)=O)C(=O)NCC1=CC=2C=NC=CC2N1)F